C(C)OC(=O)C1=C(N2C(S1)=C(C(=N2)C)Br)C(C)C 7-bromo-3-isopropyl-6-methylpyrazolo[5,1-b][1,3]thiazole-2-carboxylic acid ethyl ester